COC1=CC(=CC(=C1O)OC)/C=C/C(=O)NCCCC[NH2+]CCCNC(=O)/C=C/C2=CC(=C(C(=C2)OC)O)OC The molecule is an ammonium ion resulting from the protonation of the non-acylated nitrogen of N(1),N(8)-bis(sinapoyl)-spermidine. The major species at pH 7.3. It has a role as a plant metabolite. It is a conjugate acid of a N(1),N(8)-bis(sinapoyl)-spermidine.